FC=1C=CC=C2COCCCOC3=C(C=CC(C4=NN(C5=CN=C(C12)C=C45)COCC[Si](C)(C)C)=C3)N 17-fluoro-23-{[2-(trimethylsilyl)ethoxy]methyl}-7,11-dioxa-20,23,24-triazapentacyclo[17.5.2.12,6.013,18.022,25]heptacosa-1(24),2(27),3,5,13,15,17,19,21,25-decaen-5-amine